N,N-dimethyl-4-(2-(8-methyl-1,2,3,4-tetrahydroisoquinolin-6-yl)-5-tosyl-5H-pyrrolo[2,3-b]pyrazin-7-yl)benzamide hydrochloride Cl.CN(C(C1=CC=C(C=C1)C1=CN(C2=NC=C(N=C21)C=2C=C1CCNCC1=C(C2)C)S(=O)(=O)C2=CC=C(C)C=C2)=O)C